2-[cyclopentyl(methyl)amino]-N-(dimethyl-1,3-thiazol-2-yl)-5-(dimethylsulfamoyl)pyridine-3-carboxamide C1(CCCC1)N(C1=NC=C(C=C1C(=O)NC=1SC(=C(N1)C)C)S(N(C)C)(=O)=O)C